C1(CC1)C=1N=CN(C1)C1=CC=C2C(NC(C2=C1)=O)(C)C 6-(4-cyclopropyl-1H-imidazol-1-yl)-3,3-dimethylisoindolin-1-one